(4-fluoro-3-(2-(4-(4-methylpiperazin-1-yl)phenylamino)-[1,2,4]triazolo[1,5-a]pyridin-5-yloxy)phenyl)acrylamide FC1=C(C=C(C=C1)C(C(=O)N)=C)OC1=CC=CC=2N1N=C(N2)NC2=CC=C(C=C2)N2CCN(CC2)C